C(=O)=[Re+](=C=O)=C=O tricarbonylrhenium(i)